N-(2,2'-dichloro-3'-(5-formyl-4-methoxypyrimidin-2-yl)-[1,1'-biphenyl]-3-yl)-1,3-dimethyl-2,4-dioxo-1,2,3,4-tetrahydropyrimidine-5-carboxamide ClC1=C(C=CC=C1NC(=O)C=1C(N(C(N(C1)C)=O)C)=O)C1=C(C(=CC=C1)C1=NC=C(C(=N1)OC)C=O)Cl